[K].OO hydrogen peroxide, potassium salt